2-([1,1'-biphenyl]-2-yl)-2-(4-methoxyphenoxy)acetyl chloride C1(=C(C=CC=C1)C(C(=O)Cl)OC1=CC=C(C=C1)OC)C1=CC=CC=C1